FC1(CCN(CC1)C=1C=C(N)C=CC1OC1=NC=CC=C1)F 3-(4,4-difluoropiperidin-1-yl)-4-(pyridin-2-yloxy)aniline